C1(CC1)C(=O)OC=1C=CC=C2NC=C(CCN(C)CC)C12 4-(cyclopropanecarbonyloxy)-N-ethyl-N-methyltryptamine